C(=O)C=1N=C2N(CC(CC2)NC(OC(C)(C)C)=O)C1 tert-butyl (2-formyl-5,6,7,8-tetrahydroimidazo[1,2-a]pyridin-6-yl)carbamate